FC=1C(=CC2=C(N=C(S2)C=2C=C(C=C3N=C(C=NC23)OC)C(O)C2=CC=CC=C2)C1C)OC (8-(5-fluoro-6-methoxy-4-methylbenzo[d]thiazol-2-yl)-3-methoxyquinoxalin-6-yl)(phenyl)methanol